7-(2-((2s,3aR,5r,6aS)-5-acetamidooctahydropentalene-2-carboxamido)-5-chloropyridin-4-yl)-2,2-dimethyl-2,3-dihydro-1H-pyrrolizine-5-carboxamide C(C)(=O)NC1C[C@H]2CC(C[C@H]2C1)C(=O)NC1=NC=C(C(=C1)C=1C=C(N2CC(CC12)(C)C)C(=O)N)Cl